C(C1=CC=CC=C1)NS(=O)(=O)C1=CC(=C(C2=CC=CC=C12)O)C(=O)O 4-(N-benzylsulfamoyl)-1-hydroxy-2-naphthoic acid